C(CC(C)C)CC(=O)O.C(CCCCCCCCCCCCCCC)(=O)OCC Ethyl palmitate Isoamyl-acetate